(6-amino-5-methyl-3-pyridyl)-2-[(2S,5R)-5-methyl-2-(3-oxoisoindolin-5-yl)-1-piperidyl]-2-oxo-acetamide NC1=C(C=C(C=N1)NC(C(=O)N1[C@@H](CC[C@H](C1)C)C=1C=C2C(NCC2=CC1)=O)=O)C